CN[C@H](C(=O)O)CCC(=O)N1CCOCC1 (2S)-2-(methylamino)-5-morpholino-5-oxo-pentanoic acid